ClC=1C=C(C=CC1C=1C=C(C=NC1)C1=CC(=NC=C1)C(CO)(C)C)C(=O)N1CCC(CC1)O (3-chloro-4-(2'-(1-hydroxy-2-methylpropan-2-yl)-[3,4'-bipyridin]-5-yl)phenyl)(4-hydroxypiperidin-1-yl)methanone